N-(2-(3-amino-1H-indazol-6-yl)pyrimidin-5-yl)-2-fluoro-5-methoxybenzenesulfonamide NC1=NNC2=CC(=CC=C12)C1=NC=C(C=N1)NS(=O)(=O)C1=C(C=CC(=C1)OC)F